NC1=C(C(=NN1)C1=CC=C(C=C1)CNC(C1=C(C=CC=C1)OC)=O)C(=O)N 5-amino-3-[4-[[(2-methoxybenzoyl)amino]methyl]phenyl]-1H-pyrazole-4-carboxamide